methyl 5-bromo-4-((tert-butoxycarbonyl)amino)-3-((3-(tosyloxy)propyl)amino)thiophene-2-carboxylate BrC1=C(C(=C(S1)C(=O)OC)NCCCOS(=O)(=O)C1=CC=C(C)C=C1)NC(=O)OC(C)(C)C